(6-methyl-5-oxa-8-azaspiro[3.5]non-8-yl)(5-(2,4,5-trifluoro-3-hydroxyphenyl)-1,2,4-oxadiazol-3-yl)methanone CC1OC2(CCC2)CN(C1)C(=O)C1=NOC(=N1)C1=C(C(=C(C(=C1)F)F)O)F